N-((1S)-1-(5-((4-Chloro-5-fluoro-2,3-dihydro-1H-inden-2-yl)amino)pyridin-2-yl)-2,2,2-trifluoroethyl)-N-methyltetrahydro-2H-thiopyran-4-carboxamide 1,1-dioxide ClC1=C2CC(CC2=CC=C1F)NC=1C=CC(=NC1)[C@@H](C(F)(F)F)N(C(=O)C1CCS(CC1)(=O)=O)C